C1(CCC1)CN(C(OC(C)(C)C)=O)CC=1C=CC=2N(C1)C=C(N2)CO Tert-butyl (cyclobutylmethyl)((2-(hydroxymethyl)imidazo[1,2-a]pyridin-6-yl)methyl)carbamate